OC1=C(C=CC(=C1)C(F)(F)F)OB(O)O 2-hydroxy-4-trifluoromethylphenyl-boric acid